methyl 5-(5-(azetidin-1-yl)-1H-benzo[d]imidazol-2-yl)-2-hydroxy-3-methoxybenzoate N1(CCC1)C1=CC2=C(NC(=N2)C=2C=C(C(=C(C(=O)OC)C2)O)OC)C=C1